C(C)(C)(C)OC(NCC1=NN(C2=NC=CC(=C21)C=2C=NN(C2)CCO)C2=CC=C(C=C2)OC(F)(F)F)=O ((4-(1-(2-hydroxyethyl)-1H-pyrazol-4-yl)-1-(4-(trifluoromethoxy)phenyl)-1H-pyrazolo[3,4-b]pyridin-3-yl)methyl)carbamic acid tert-butyl ester